(5S)-3-(2-chloro-6-fluoro-phenyl)-5-methyl-14-oxa-9-thia-4,7-diazatricyclo[8.5.0.02,8]pentadec-1(10),2(8),3-trien-6-one ClC1=C(C(=CC=C1)F)C=1C=2C=3COCCCC3SC2NC([C@@H](N1)C)=O